6-{[(1R,2R)-2-Hydroxycyclohexyl]amino}-8-{[6-(1H-pyrazol-1-yl)pyridin-2-yl]amino}imidazo[1,2-b]pyridazin-3-carbonitril O[C@H]1[C@@H](CCCC1)NC=1C=C(C=2N(N1)C(=CN2)C#N)NC2=NC(=CC=C2)N2N=CC=C2